ClC1=CC=2C3=C(C=NC2C=C1)N=C(N3[C@H]3C[C@H](OCC3)C)[C@@H]3C[C@@H](C3)F 8-chloro-2-(cis-3-fluorocyclobutyl)-1-[(2R,4R)-2-methyltetrahydro-2H-pyran-4-yl]-1H-imidazo[4,5-c]quinoline